C(C)(=O)N1CC=2N(CC1)C(=NC2C=2C=CC=C1C=C(N=CC21)C=2C=CC(=NC2)C(=O)NCC\C=C\C2=NC(=CC=C2)C(NC2C(NC(CC2)=O)=O)=O)CC (E)-5-(8-(7-Acetyl-3-ethyl-5,6,7,8-tetrahydroimidazo[1,5-a]pyrazin-1-yl)isoquinolin-3-yl)-N-(4-(6-((2,6-dioxopiperidin-3-yl)carbamoyl)pyridin-2-yl)but-3-en-1-yl)picolinamide